C(C=C)(=O)N1C[C@@H](N(C[C@H]1C)C1=NC(N2C3=C(C(=C(C=C13)C(F)(F)F)C1=C(C=C(C(=C1)Br)F)F)SCC1(C2)COC1)=O)C 8'-((2S,5R)-4-acryloyl-2,5-dimethylpiperazin-1-yl)-11'-(5-bromo-2,4-difluorophenyl)-10'-(trifluoromethyl)-2'H,4'H,6'H-spiro[oxetane-3,3'-[1,4]thiazepino[2,3,4-ij]quinazolin]-6'-one